C1(=CC=CC=2OC3=C(C21)C=CC=C3)C3=NC=CC=C3B3OC(C(O3)(C)C)(C)C 2-(dibenzo[b,d]furan-1-yl)-3-(4,4,5,5-tetramethyl-1,3,2-dioxaborolan-2-yl)pyridine